Methyl 6'-bromo-1'-methyl-2'-oxospiro[cyclopropane-1,3'-indoline]-5'-carboxylate BrC1=C(C=C2C3(C(N(C2=C1)C)=O)CC3)C(=O)OC